C(C)O[Si](CCCNC(OCCOC(C(=C)C)=O)=O)(OCC)OCC 2-(Methacryloyloxy)ethyl (3-(triethoxysilyl)propyl)carbamate